tert-butyl N-[5-[[2-[(2S,4R)-4-cyano-2-phenyl-1-piperidyl]-2-oxo-acetyl]amino]-3-methyl-2-pyridyl]carbamate C(#N)[C@H]1C[C@H](N(CC1)C(C(=O)NC=1C=C(C(=NC1)NC(OC(C)(C)C)=O)C)=O)C1=CC=CC=C1